3-(3-Methyl-5-(3-(methylamino)prop-1-yn-1-yl)-2-oxo-2,3-dihydro-1H-benzo[d]imidazol-1-yl)piperidine-2,6-dione CN1C(N(C2=C1C=C(C=C2)C#CCNC)C2C(NC(CC2)=O)=O)=O